5-(benzofuran-6-yl)-N-(5-chloro-1H-indol-3-yl)isoindoline-2-carboxamide O1C=CC2=C1C=C(C=C2)C=2C=C1CN(CC1=CC2)C(=O)NC2=CNC1=CC=C(C=C21)Cl